C1(CCCCC1)P(C1=C(C=CC=C1)C1=C(C=C(C=C1C(C)C)C(C)C)C(C)C)C1CCCCC1 dicyclohexyl(2',4',6'-triisopropyl-[1,1'-biphenyl]-2-yl)phosphine